1-(3-(2,3-Dichlorophenyl)-1H-pyrazolo[3,4-b]-pyrazin-6-yl)-N,4-dimethylpiperidin-4-amine ClC1=C(C=CC=C1Cl)C1=NNC2=NC(=CN=C21)N2CCC(CC2)(NC)C